CN1N=CC=C1C(=O)NC(C(NC1=CC=C2C(=C1)NC(C21CCOCC1)=O)=O)=C1C(CCCC1)C 2-Methyl-N-{1-(2-methylcyclohexylidene)-2-oxo-2-[(2-oxo-spiro[1H-indole-3,4'-oxane]-6-yl)amino]ethyl}pyrazole-3-carboxamide